3,5-dimethyl-N-(2,4-difluoro-3-iodophenyl)benzenesulfonamide CC=1C=C(C=C(C1)C)S(=O)(=O)NC1=C(C(=C(C=C1)F)I)F